Ethanesulfonic acid [5-(4-oxo-1,2,5,6-tetrahydro-4H-pyrrolo[3,2,1-ij]quinolin-8-yl)-pyridin-3-ylmethyl]-amide O=C1N2C3=C(C=C(C=C3CC1)C=1C=C(C=NC1)CNS(=O)(=O)CC)CC2